OCC1CCC(CC1)N1N=C2C=C(C(=CC2=C1)N1C(C=CC=C1C=1C=NN(C1)C)C(=O)N)OC 1-N-(2-((1r,4r)-4-(hydroxymethyl)cyclohexyl)-6-methoxy-2H-indazol-5-yl)-6-(1-methyl-1H-pyrazol-4-yl)picolinamide